N1C=CC=2C1=NC=C(C2)OC=2C=C(C=CC2C(=O)OC)C=2CCC(CC2)=O methyl 3-((1H-pyrrolo[2,3-b]pyridin-5-yl)oxy)-4'-oxo-2',3',4',5'-tetrahydro-[1,1'-biphenyl]-4-carboxylate